2-((4-((S)-2-(4-chloro-2-fluorophenyl)-4-fluoro-2H-chromen-8-yl)piperazin-1-yl)methyl)-1-(((S)-oxetan-2-yl)methyl)-1H-benzo[d]imidazole-6-carboxylic acid ClC1=CC(=C(C=C1)[C@H]1OC2=C(C=CC=C2C(=C1)F)N1CCN(CC1)CC1=NC2=C(N1C[C@H]1OCC1)C=C(C=C2)C(=O)O)F